2-(3-(3-methyl-1-(4-methyl-4H-1,2,4-triazol-3-yl)cyclobutyl)phenyl)-3-oxo-7-(trifluoromethyl)isoindoline-5-carbaldehyde CC1CC(C1)(C1=NN=CN1C)C=1C=C(C=CC1)N1CC2=C(C=C(C=C2C1=O)C=O)C(F)(F)F